9-(4-chloro-2-fluoro-phenyl)-7-[(2S,4R)-2-(6-keto-1-methyl-3-pyridyl)tetrahydropyran-4-yl]-2,3-dimethyl-pyrazino[1,2-a]pyrimidin-4-one ClC1=CC(=C(C=C1)C1=NC(=CN2C1=NC(=C(C2=O)C)C)[C@H]2C[C@H](OCC2)C2=CN(C(C=C2)=O)C)F